2-[(2S)-4-[2-[[(2S)-1-methylpyrrolidin-2-yl]methoxy]-8-(5-methyl-1-tetrahydropyran-2-yl-indazol-4-yl)-5,6,7,9-tetrahydropyrimido[4,5-c]azepin-4-yl]piperazin-2-yl]acetonitrile CN1[C@@H](CCC1)COC=1N=C(C2=C(CN(CCC2)C2=C3C=NN(C3=CC=C2C)C2OCCCC2)N1)N1C[C@@H](NCC1)CC#N